propane-1,3-diyl ditetradecanoate C(CCCCCCCCCCCCC)(=O)OCCCOC(CCCCCCCCCCCCC)=O